[N+](=O)([O-])C=1N=CC=2NC3=CC=CC=C3C2C1 3-Nitro-beta-carboline